CC1=CC(=O)CC([C@]1(/C=C/C(=C\\C(=O)O[C@H]2[C@@H]([C@H]([C@@H]([C@H](O2)CO)O)O)O)/C)O)(C)C The molecule is a (+)-abscisic acid D-glucopyranosyl ester that is derived from beta-D-glucopyranose. It derives from a (+)-abscisic acid and a beta-D-glucose.